6-(2-fluoroethoxy)pyridin FCCOC1=CC=CC=N1